(4Z)-4-(1H-benzimidazol-5-ylmethylene)-2-[[(1R)-1-(methoxymethyl)-3-methyl-butyl]amino]-1H-imidazol-5-one N1C=NC2=C1C=CC(=C2)\C=C\2/N=C(NC2=O)N[C@H](CC(C)C)COC